1-[(3S)-3-{[4-({3-methyl-4-[(1-methyl-1,3-benzodiazol-5-yl)oxy]phenyl}amino)pyrido[3,2-d]pyrimidin-6-yl]oxy}pyrrolidin-1-yl]prop-2-en-1-one CC=1C=C(C=CC1OC1=CC2=C(N(C=N2)C)C=C1)NC=1C2=C(N=CN1)C=CC(=N2)O[C@@H]2CN(CC2)C(C=C)=O